(P)-6-amino-7-(3-hydroxy-2,6-dimethylphenyl)-3-isopropyl-3H-imidazo[4,5-b]pyridine-5-carboxamide NC=1C(=C2C(=NC1C(=O)N)N(C=N2)C(C)C)C2=C(C(=CC=C2C)O)C